CC1=C(N=NC(=C1)C1=CC2=CN(N=C2C=C1)C)NC1C[C@@H]2[C@@H](CN(C2)C([2H])([2H])C2CCOCC2)C1 (3aR,5s,6aS)-N-(4-methyl-6-(2-methyl-2H-indazol-5-yl)pyridazin-3-yl)-2-((tetrahydro-2H-pyran-4-yl)methyl-d2)octahydrocyclopenta[c]pyrrol-5-amine